[Si](C)(C)(C(C)(C)C)OCC(=C)C1=NC(=NC(=C1)C(F)(F)F)C1=CC(=C(C=C1)OC)OCCC 4-(3-((tert-butyldimethylsilyl)oxy)prop-1-en-2-yl)-2-(4-methoxy-3-propoxyphenyl)-6-(trifluoromethyl)pyrimidine